tert-Butyl (1R,4R,5S)-5-((6-(2-cyanoethyl)-7-(2,3-dichlorophenyl)-8-fluoro-2-((R)-1-hydroxyethyl)-3-iodoquinolin-4-yl)amino)-2-azabicyclo[2.1.1]hexane-2-carboxylate C(#N)CCC=1C=C2C(=C(C(=NC2=C(C1C1=C(C(=CC=C1)Cl)Cl)F)[C@@H](C)O)I)N[C@H]1[C@H]2CN([C@@H]1C2)C(=O)OC(C)(C)C